Cl.CN1N=CC=C1N1CC(C1)C(=O)N (1-methyl-1H-pyrazol-5-yl)azetidine-3-carboxamide hydrochloride